BrC1=NN(C2=C1C(=NC=C2)Cl)C2CC2 3-bromo-4-chloro-1-cyclopropyl-1H-pyrazolo[4,3-c]pyridine